5-(4-((3-ethyl-2,4-dioxo-1,2,3,4-tetrahydrofuro[2,3-d]pyrimidin-6-yl)methyl)piperazin-1-yl)-N-methylpicolinamide C(C)N1C(NC2=C(C1=O)C=C(O2)CN2CCN(CC2)C=2C=CC(=NC2)C(=O)NC)=O